methoxy-3-methyl-pyrazine COC1=NC=CN=C1C